C1(CCCC1)CCCNC(=O)C=1C(=NC(=CC1C)N1CCOCC1)SCC N-(3-Cyclopentyl-propyl)-2-ethylsulfanyl-4-methyl-6-morpholin-4-yl-pyridine-3-carboxylic acid amide